3-chloro-2-(2-chloroethoxy)-5-(2-hydroxy-propane-2-yl)benzonitrile ClC=1C(=C(C#N)C=C(C1)C(C)(C)O)OCCCl